bis-fluorosulfonyl-iminoethylmethylimidazolium FS(=O)(=O)C1=C([N+](=C(N1)C)CC=N)S(=O)(=O)F